FC(C)(F)C=1N=CN(C(C1OC1=C(C=C(C#N)C=C1C(F)(F)F)C)=O)CC=1C(=NC(=NC1C)C)O 4-((4-(1,1-difluoroethyl)-1-((4-hydroxy-2,6-dimethylpyrimidin-5-yl)methyl)-6-oxo-1,6-dihydropyrimidin-5-yl)oxy)-3-methyl-5-(trifluoromethyl)benzonitrile